CN(C1=CC(=C(C=C1)OC)NC([C@@H](N(CC)CC)CC(C)C)=O)C1=CC(OC2=CC=CC=C12)=O 4-(N-methyl-N-(3-(N,N-diethyl-L-leucinylamino)-4-methoxyphenyl)-amino)coumarin